1-(2-{4-[(4-CARBAMOYLPIPERIDIN-1-YL)METHYL]-N-METHYLBENZAMIDO}ETHYL)PIPERIDIN-4-YL N-({1,1'-BIPHENYL}-2-YL)CARBAMATE C1(=C(C=CC=C1)NC(OC1CCN(CC1)CCN(C(C1=CC=C(C=C1)CN1CCC(CC1)C(N)=O)=O)C)=O)C1=CC=CC=C1